5-vinylaniline C(=C)C=1C=CC=C(N)C1